C(C=CCCCCCCCC)(=O)OCCCCCC=O 6-oxohexyl undec-2-enoate